5-bromo-2-(((perfluorophenoxy)methyl)sulfonyl)thiazole BrC1=CN=C(S1)S(=O)(=O)COC1=C(C(=C(C(=C1F)F)F)F)F